tert-butyl 7-(8-iodo-2-methoxy-quinazolin-5-yl)-1,7-diazaspiro[3.5]nonane-1-carboxylate IC=1C=CC(=C2C=NC(=NC12)OC)N1CCC2(CCN2C(=O)OC(C)(C)C)CC1